4-(methylthio)-6-((2-oxo-2-(piperidin-1-yl)ethyl)thio)-2-phenylpyrimidine-5-carboxylic acid ethyl ester C(C)OC(=O)C=1C(=NC(=NC1SCC(N1CCCCC1)=O)C1=CC=CC=C1)SC